5-(6-isobutyl-2,6-diazaspiro[3.3]heptan-2-yl)-2-(4-isopropyl-5-(8-methoxy-[1,2,4]triazolo[1,5-a]pyridin-6-yl)-1H-pyrazol-3-yl)-4-methylthiazole C(C(C)C)N1CC2(CN(C2)C2=C(N=C(S2)C2=NNC(=C2C(C)C)C=2C=C(C=3N(C2)N=CN3)OC)C)C1